(R)-N-((5,5-difluoro-1-(3-methyl-6-(pyridin-2-ylamino)pyridine-2-carbonyl)piperidin-2-yl)methyl)acetamide FC1(CC[C@@H](N(C1)C(=O)C1=NC(=CC=C1C)NC1=NC=CC=C1)CNC(C)=O)F